trifluoromethylethyl-trimethoxysilane FC(F)(F)CO[Si](OC)(OC)CC